S1[CH-]C(=CC=C1)C(CC)S(=S)(=S)O thiainidyl-dithiopropanesulfonic acid